sodium (1,3-dihydro-2-benzofuran-4-yl)methanesulfonate C1OCC2=C1C=CC=C2CS(=O)(=O)[O-].[Na+]